4-[(E)-3-[4-(3-Carboxypropoxy)phenyl]-3-oxoprop-1-enyl]benzoic acid C(=O)(O)CCCOC1=CC=C(C=C1)C(/C=C/C1=CC=C(C(=O)O)C=C1)=O